C(C1=CC=CC=C1)N1CCC(CC1)CNCC1=CC=C(C(=O)NO)C=C1 4-((((1-Benzylpiperidin-4-yl)methyl)amino)methyl)-N-hydroxybenzoamide